Phenethyl-Phenol C(CC1=CC=CC=C1)C1=C(C=CC=C1)O